N-[(1S)-1-(aminomethyl)-2-(3-fluorophenyl)ethyl]-5-chloro-4-(4-chloro-2-methyl-pyrazol-3-yl)thiophene-2-carboxamide NC[C@H](CC1=CC(=CC=C1)F)NC(=O)C=1SC(=C(C1)C=1N(N=CC1Cl)C)Cl